C(CCCCCCC\C=C/CCCCCCCC)NC(CCCCC(=O)NCCCCCCCC\C=C/CCCCCCCC)=O N,N'-Dioleyl-adipamide